(3S)-3-morpholinopiperidine-1-carboxylic acid tert-butyl ester C(C)(C)(C)OC(=O)N1C[C@H](CCC1)N1CCOCC1